CC1(NC2(CCC2)CC(C1)O)C 6,6-dimethyl-5-azaspiro[3.5]nonan-8-ol